tert-butyl 5-amino-4-(5-bromo-3-methyl-1-oxoisoindolin-2-yl)-5-oxopentanoate NC(C(CCC(=O)OC(C)(C)C)N1C(C2=CC=C(C=C2C1C)Br)=O)=O